N-(3'-(5-(((1-acetylazetidin-3-yl)amino)methyl)-6-methoxypyridin-2-yl)-2,2'-dichloro-[1,1'-biphenyl]-3-yl)-1,5-dimethyl-4,5,6,7-tetrahydro-1H-imidazo[4,5-c]pyridine-2-carboxamide C(C)(=O)N1CC(C1)NCC=1C=CC(=NC1OC)C=1C(=C(C=CC1)C1=C(C(=CC=C1)NC(=O)C=1N(C2=C(CN(CC2)C)N1)C)Cl)Cl